6-(3,5-difluorophenyl)-1-[(5-methylisoxazol-3-yl)methyl]-3H-imidazo[4,5-b]pyridin-2-one FC=1C=C(C=C(C1)F)C=1C=C2C(=NC1)NC(N2CC2=NOC(=C2)C)=O